C1(=CC=CC=C1)CC(C(=O)O)NC(=O)C1CCC(CC1)C(C)C 3-phenyl-2-[(4-prop-2-ylcyclohexanecarbonyl)amino]propionic acid